OC1=C(C=CC=C1)C(CCCCCCCCCCCCCCC)C1=CC=C(C=C1)O 1-(2-hydroxyphenyl)-1-(4-hydroxyphenyl)hexadecane